2-(6-((2-((4-(4-(azetidin-1-yl)piperidin-1-yl)-3-methoxyphenyl)amino)-5-methylthieno[2,3-d]pyrimidin-4-yl)amino)pyridin-2-yl)-2-methylpropanenitrile N1(CCC1)C1CCN(CC1)C1=C(C=C(C=C1)NC=1N=C(C2=C(N1)SC=C2C)NC2=CC=CC(=N2)C(C#N)(C)C)OC